CN(CCC1=CNC=2C=CC3=C(C12)CCCO3)C 1-(2-Dimethylaminoethyl)-8,9-dihydropyrano[3,2-e]indole